C-(2-methyl-2H-pyrazol-3-yl)-methylamine CN1N=CC=C1CN